2-allylmethylaminoethanesulfonate C(C=C)CNCCS(=O)(=O)[O-]